4-Benzoylcinnamic acid 2-hydroxyethyl ester OCCOC(C=CC1=CC=C(C=C1)C(C1=CC=CC=C1)=O)=O